C(C1=CC=CC=C1)OC1=C(C=C(C=C1)CC=1C=C(C=CC1Cl)[C@@H]1O[C@@H]([C@H]([C@@H]([C@H]1O)O)O)SC)F (2S,3R,4R,5S,6R)-2-[3-[(4-benzyloxy-3-fluoro-phenyl)methyl]-4-chloro-phenyl]-6-methylsulfanyl-tetrahydropyran-3,4,5-triol